C[C@H]1O[C@H](CC(C1)NNC(=O)OC(C)(C)C)C Tert-butyl 2-((2r,6s)-2,6-dimethyltetrahydro-2H-pyran-4-yl)hydrazine-1-carboxylate